(1R,2R)-2-fluoro-N-(7-{6-[1-hydroxybutyl]-4-methylpyridin-3-yl}-2,6-naphthyridin-3-yl)cyclopropane-1-carboxamide F[C@H]1[C@H](C1)C(=O)NC=1N=CC2=CC(=NC=C2C1)C=1C=NC(=CC1C)C(CCC)O